2,4-bis(3,4-methylenedioxyphenyl)cyclobutanedicarboxylic acid C1OC=2C=C(C=CC2O1)C1C(C(C1)C1=CC2=C(C=C1)OCO2)(C(=O)O)C(=O)O